N-(1-oxo-3-phenylpropan-2-yl)dibenzo[b,d]furan-4-carboxamide O=CC(CC1=CC=CC=C1)NC(=O)C1=CC=CC2=C1OC1=C2C=CC=C1